N=1C(=CN2N=CC=CC21)N Imidazo[1,2-b]Pyridazin-2-amine